FC=1C(NC(N(C1)[C@H]1C[C@@H]2OP(OC[C@H]2O1)(=O)OCCC1=CC=C(C=C1)C)=O)=O 5-fluoro-1-((4aR,6R,7aS)-2-(4-methylphenylethoxy)-2-oxotetrahydro-4H-furo[3,2-d][1,3,2]dioxaphosphorin-6-yl)pyrimidine-2,4(1H,3H)-dione